4,9-Dioxa-1,12-dodecanediamine C(CCOCCCCOCCCN)N